IC1=C(C=CC=C1OCOCC[Si](C)(C)C)O 2-iodo-3-(2-(trimethylsilyl)ethoxymethoxy)phenol